C(CCCC(=O)OCC(CCCCCCCC)CCCCCC)(=O)OCCC1CCN(CC1)C(=O)OC(C)(C)C [2-(1-tert-butoxycarbonyl-4-piperidyl)ethyl] O5-(2-hexyldecyl) pentanedioate